Tert-butyl 7-trifluoromethylpyrrolo[1,2-b]pyridazine-3-carbamate FC(C1=CC=C2N1N=CC(=C2)NC(=O)OC(C)(C)C)(F)F